R-1-phenyl-1,2-ethanediol C1(=CC=CC=C1)[C@H](CO)O